C(C)N(C(C1=C(C=C(C(=C1)C(C)C)O)O)=O)C1=C(C=CC=C1)CN1CCOCC1 N-ethyl-2,4-dihydroxy-5-isopropyl-N-(2-(morpholinylmethyl)phenyl)benzamide